COC1=CC=C(C=C1)N1NC(=CC(=N1)C(Cl)(Cl)Cl)C(Cl)(Cl)Cl 2-(p-methoxyphenyl)-4,6-bis(trichloromethyl)-triazine